3-isopropyl-1,5,6-triphenylimidazo[5,1-a]isoquinoline C(C)(C)C1=NC(=C2N1C(=C(C1=CC=CC=C21)C2=CC=CC=C2)C2=CC=CC=C2)C2=CC=CC=C2